NC1=NC=C(C=C1N1C(CCC1)=O)C(F)(F)F 1-(2-amino-5-(trifluoromethyl)pyridin-3-yl)pyrrolidin-2-one